7-fluoro-1-methylisoindoline FC=1C=CC=C2CNC(C12)C